OC1C(CC[C@H](O1)C(C(C)(S(=O)N)C)CC)I (2S)-6-Hydroxy-5-Iodo-Tetrahydropyran-2-Yl[Ethyl]-2-Methyl-Propane-2-Sulfinamide